((2-(5-fluoroisoindolin-2-yl)-2-oxoethyl)amino)adamantan-1-ylcarbamate FC=1C=C2CN(CC2=CC1)C(CNN(C([O-])=O)C12CC3CC(CC(C1)C3)C2)=O